C(#N)C1=C(N=C2N(C1=O)C=C(C=C2[C@@H](C)NC2=C(C(=O)O)C=CC=C2)C)N2C1CCC2C2=CC=CC=C12 2-(((1R)-1-(3-cyano-7-methyl-4-oxo-2-(1,2,3,4-tetrahydro-1,4-epiminonaphthalen-9-yl)-4H-pyrido[1,2-a]pyrimidin-9-yl)ethyl)amino)benzoic acid